COC=1C=C2C=CC(=CC2=CC1)[C@@H]1N=C(OC1)C1=NC(=CC=C1)C=1OC[C@@H](N1)C1=CC2=CC=C(C=C2C=C1)OC 2,6-bis((S)-4-(6-methoxynaphthalen-2-yl)-4,5-dihydrooxazol-2-yl)pyridine